Br.Br.SN(C(=N)N)CC mercapto-ethyl-guanidine dihydrobromide